(1-(Bicyclo[2.2.1]heptane-2-carbonyl)azetidin-3-yl)methyl ((S)-4-methyl-1-oxo-1-(((S)-1-oxo-3-((R)-2-oxopyrrolidin-3-yl)propan-2-yl)amino)pentan-2-yl)carbamate CC(C[C@@H](C(N[C@H](C=O)C[C@@H]1C(NCC1)=O)=O)NC(OCC1CN(C1)C(=O)C1C2CCC(C1)C2)=O)C